O=C1NC(CCC1N1C(C2=CC=C(C=C2C1)N1CCC(CC1)CC1CCN(CC1)CC1CCN(CC1)C(=O)OC(C)(C)C)=O)=O tert-butyl 4-[[4-[[1-[2-(2,6-dioxo-3-piperidyl)-1-oxo-isoindolin-5-yl]-4-piperidyl]methyl]-1-piperidyl]methyl]piperidine-1-carboxylate